(S)-2-((tert-butoxycarbonyl)amino)-5-hydroxypentanoic acid C(C)(C)(C)OC(=O)N[C@H](C(=O)O)CCCO